N-[2-[[4-[6-(4-methoxy-3-pyridyl)-2-pyridyl]thiazol-2-yl]amino]-2-oxoethyl]-1-(3-methyloxetan-3-yl)pyrrole-3-carboxamide COC1=C(C=NC=C1)C1=CC=CC(=N1)C=1N=C(SC1)NC(CNC(=O)C1=CN(C=C1)C1(COC1)C)=O